(R)-3-(((7-(2-Aminopyrimidin-4-yl)-2,3-dihydrofuro[3,2-c]pyridin-4-yl)amino)methyl)-N-((tetrahydrofuran-2-yl)methyl)benzamid NC1=NC=CC(=N1)C=1C2=C(C(=NC1)NCC=1C=C(C(=O)NC[C@@H]3OCCC3)C=CC1)CCO2